2-(2-methoxypyridin-4-yl)-N-(2-morpholino-5-(piperidin-1-yl)thiazolo[4,5-b]Pyridin-6-yl)oxazole-4-carboxamide COC1=NC=CC(=C1)C=1OC=C(N1)C(=O)NC=1C=C2C(=NC1N1CCCCC1)N=C(S2)N2CCOCC2